N(=C=O)C1(CCCCC1)CC1(CCCCC1)N=C=O bis(isocyanatocyclohexyl)-methane